C(#C)C=1C=NN(C1)CCN(C)C 2-(4-ethynyl-1H-pyrazol-1-yl)-N,N-dimethylethan-1-amine